acryloylpyrrolidine-2-methanol C(C=C)(=O)N1C(CCC1)CO